ethyl (4-((4-(benzylthio)-2,6-difluorobenzyl)amino)-6-fluoro-7-methoxyquinolin-3-yl)aminoacetate C(C1=CC=CC=C1)SC1=CC(=C(CNC2=C(C=NC3=CC(=C(C=C23)F)OC)NCC(=O)OCC)C(=C1)F)F